NC1=C2CN(C(C2=CC(=C1)N1CCC2(CC1)[C@@H](C1=CC=CC=C1C2)N)=O)C2=C(C(=CC=C2)Cl)Cl (S)-4-amino-6-(1-amino-1,3-dihydrospiro[indene-2,4'-piperidin]-1'-yl)-2-(2,3-dichlorophenyl)isoindolin-1-one